(3-(isobutylsulfonyl)-1-cyclopropyl-1H-4-pyrazolyl)-2,4-diaminopyrimidine C(C(C)C)S(=O)(=O)C1=NN(C=C1C=1C(=NC(=NC1)N)N)C1CC1